tributyl-(1-triphenylmethylimidazol-4-yl)stannane C(CCC)[Sn](C=1N=CN(C1)C(C1=CC=CC=C1)(C1=CC=CC=C1)C1=CC=CC=C1)(CCCC)CCCC